NAPHTHONITRILE C1=CC=C2C(=C1)C=CC=C2C#N